N-(2,2-difluorobenzo[d][1,3]dioxol-4-yl)-2-(2-methoxyacetamido)nicotinamide FC1(OC2=C(O1)C=CC=C2NC(C2=C(N=CC=C2)NC(COC)=O)=O)F